FC1=C(C=C(C=C1C)N1C(=NC2=C(C1=O)CCN[C@H]2C)NC(OCC2=CC=CC=C2)=O)C benzyl (S)-(3-(4-fluoro-3,5-dimethylphenyl)-8-methyl-4-oxo-3,4,5,6,7,8-hexahydropyrido[3,4-d]pyrimidin-2-yl)carbamate